(S)-tert-butyl ((6-(2,2'-dichloro-3'-(2-(hydroxymethyl)-4-oxo-4H-pyrido[1,2-a]pyrimidin-8-yl)-[1,1'-biphenyl]-3-yl)-2-methoxypyridin-3-yl)methyl)((5-oxopyrrolidin-2-yl)methyl)carbamate ClC1=C(C=CC=C1C1=CC=C(C(=N1)OC)CN(C(OC(C)(C)C)=O)C[C@H]1NC(CC1)=O)C1=C(C(=CC=C1)C1=CC=2N(C(C=C(N2)CO)=O)C=C1)Cl